2-(5-(1-((1S,2S,3S,5S,6R)-2-fluoro-6-methoxy-8-azabicyclo[3.2.1]octan-3-yl)vinyl)-1,3,4-thiadiazol-2-yl)-5-(1H-imidazol-1-yl)phenol F[C@@H]1[C@@H]2C[C@H]([C@H](C[C@H]1C(=C)C1=NN=C(S1)C1=C(C=C(C=C1)N1C=NC=C1)O)N2)OC